C(CCCC)SC1=CC(=CC=C1)Cl 3-chlorophenyl (pentyl) sulfide